N-(4-vinylpyrazolo[1,5-a]pyridin-5-yl)benzamide tert-butyl-(R)-2-((1-(2-(4,4-dimethylpiperidin-1-yl)-6-methyl-4-oxo-4H-chromen-8-yl)ethyl)amino)benzoate C(C)(C)(C)OC(C1=C(C=CC=C1)N[C@H](C)C=1C=C(C=C2C(C=C(OC12)N1CCC(CC1)(C)C)=O)C)=O.C(=C)C=1C=2N(C=CC1NC(C1=CC=CC=C1)=O)N=CC2